(2,2'-dihydroxyphenyl-propane) carbonate C(O)(O)=O.OC1(C(C=CC=C1)CCC)O